ClC1=C(C=C(C=C1)[C@@H]1N(OCC1)C1=CC(=NC=N1)NC=1C(=CC(=C(C1)NC(C=C)=O)N1CCC(CC1)N1CCN(CC1)C1CCC1)OC)F N-(5-((6-((R)-3-(4-chloro-3-fluorophenyl)isoxazolidine-2-yl)pyrimidine-4-yl)amino)-2-(4-(4-cyclobutylpiperazine-1-yl)piperidine-1-yl)-4-methoxyphenyl)acrylamide